L-1-chloro-2-nitrobenzene ClC1=C(C=CC=C1)[N+](=O)[O-]